((5-phenoxypentanoyl)glycyl)pyrrolidine O(C1=CC=CC=C1)CCCCC(=O)NCC(=O)N1CCCC1